OC[C@H](C1=CC=CC=C1)NC1=NC(=NC=C1C1=NC=NN1)NC1=CC(=C(C(=O)N)C=C1)C 4-[[4-[[(1S)-2-hydroxy-1-phenyl-ethyl]amino]-5-(1H-1,2,4-triazol-5-yl)pyrimidin-2-yl]amino]-2-methyl-benzamide